2-chloro-1-[4-(6-chloro-2-{[(2,4-dichlorophenyl)methyl]amino}pyrimidin-4-yl)piperazin-1-yl]ethan-1-one ClCC(=O)N1CCN(CC1)C1=NC(=NC(=C1)Cl)NCC1=C(C=C(C=C1)Cl)Cl